(R)-(3H-spiro[benzofuran-2,4'-piperidin]-3-yl)carbamic acid tert-butyl ester C(C)(C)(C)OC(N[C@@H]1C2=C(OC13CCNCC3)C=CC=C2)=O